3,4-dimethoxypropiophenone CCC(=O)C1=CC(=C(C=C1)OC)OC